C1=C(C=CC=2OC3=C(C21)C=CC=C3)[C@@H](C)NC3=CN=C(N(C3=O)CC(=O)O)COC (R)-2-(5-((1-(dibenzo[b,d]furan-2-yl)ethyl)amino)-2-(methoxymethyl)-6-oxopyrimidin-1(6H)-yl)acetic acid